5-bromo-2-methyl-6-(2H-1,2,3-triazol-2-yl)pyridin BrC=1C=CC(=NC1N1N=CC=N1)C